ClC=1C(=NC(=NC1)NC1=CC(=NC=C1)OC)C1=CC=C2CN(C(C2=C1)=O)[C@@H](C(=O)N[C@H](CO)C1=NC(=CC=C1)N1CCN(CC1)C)C (2R)-2-(6-{5-chloro-2-[(2-methoxypyridin-4-yl)amino]pyrimidin-4-yl}-1-oxo-2,3-dihydro-1H-isoindol-2-yl)-N-[(1S)-2-hydroxy-1-[6-(4-methylpiperazin-1-yl)pyridin-2-yl]ethyl]propanamide